C(C1=CC=CC=C1)OC1=CC=C(C=C1)NC(=O)NCC(OCC)OCC 1-(4-benzyloxyphenyl)-3-(2,2-diethoxyethyl)urea